N-((5-(tert-butyl)-2-methoxyphenyl)sulfonyl)-1-methyl-3-(2-oxo-piperidin-1-yl)-1H-indole-6-carboxamide C(C)(C)(C)C=1C=CC(=C(C1)S(=O)(=O)NC(=O)C1=CC=C2C(=CN(C2=C1)C)N1C(CCCC1)=O)OC